COC(=O)C=1C=CC2=C(N(C(=N2)CN2CCC(CC2)N2N=C(C=C2)OCC2=CC=CC=C2)C[C@H]2OCC2)C1 (S)-2-((4-(3-(benzyloxy)-1H-pyrazol-1-yl)piperidin-1-yl)methyl)-1-(oxetan-2-ylmethyl)-1H-benzo[d]imidazole-6-carboxylic acid methyl ester